rac-N-({4-amino-3-methyl-1H,3H-furo[3,4-c]quinolin-7-yl}methyl)-N-(1,1-di-oxo-2,3-dihydro-1λ6-benzothiophen-7-yl)-6-(trifluoromethyl)pyridine-3-carboxamide NC1=NC=2C=C(C=CC2C2=C1[C@H](OC2)C)CN(C(=O)C=2C=NC(=CC2)C(F)(F)F)C2=CC=CC=1CCS(C12)(=O)=O |r|